ClC=1C=C(CCNC(C)=O)C=C(C1)F N-(3-chloro-5-fluorophenethyl)acetamide